FC1([C@H](CN(CC1)C1=C(C(=O)NC2=CC(=CC=C2)S(N)(=O)=O)C=C(C=N1)C(F)(F)F)C)F |o1:2| (S or R)-2-(4,4-difluoro-3-methylpiperidin-1-yl)-N-(3-sulfamoylphenyl)-5-(trifluoromethyl)nicotinamide